COC1C(CNC1)COC=1C(=CC(=NC1)C)C1=CC=2N(C=C1)N=C(C2)NC(=O)C2CC2 rac-N-[5-[5-[(4-methoxypyrrolidin-3-yl)methoxy]-2-methyl-4-pyridyl]pyrazolo[1,5-a]pyridin-2-yl]cyclopropanecarboxamide